tert-Butyl N-[(4S)-4-(3-anilino-2-chlorophenyl)-1-cyclohexyl-4-methyl-6-oxohexahydropyrimidin-2-ylidene]carbamate N(C1=CC=CC=C1)C=1C(=C(C=CC1)[C@]1(NC(N(C(C1)=O)C1CCCCC1)=NC(OC(C)(C)C)=O)C)Cl